ClC=1C(=NC(=NC1)N1N=CC(=C1)C(F)(F)F)NC1=CC2=C(N(C(N2CCC(C)(C)O)=O)C)C=C1 5-((5-chloro-2-(4-(trifluoromethyl)-1H-pyrazol-1-yl)pyrimidin-4-yl)amino)-3-(3-hydroxy-3-methylbutyl)-1-methyl-1,3-dihydro-2H-benzo[d]imidazol-2-one